NC=1C=C(C(=NC1)C1=C(C=2N=CN=C(C2N1C1=CC(=C(C=C1)OC1=NC=CC(=N1)C)F)NCC1=CC=C(C=C1)OC)C)F 6-(5-amino-3-fluoropyridin-2-yl)-5-(3-fluoro-4-((4-methylpyrimidin-2-yl)oxy)phenyl)-N-(4-methoxybenzyl)-7-methyl-5H-pyrrolo[3,2-d]pyrimidin-4-amine